5,6-dihydro-pyran O1CC=CCC1